COC(C1=CC(=NC=C1)C1=C(C=C(C=C1)F)F)=O 2-(2,4-difluorophenyl)isonicotinic acid methyl ester